C(#N)C1=CN=C2N1C=C(C=C2)C=2C(=NC=CC2)C2=NC(=CC=C2)NC(C)=O N-(3'-(3-Cyanoimidazo[1,2-a]pyridin-6-yl)-[2,2'-bipyridin]-6-yl)acetamid